CC1=NN=C2N1C1=CC=C(C=C1C(=N2)NC2=CC=CC=C2)[N+](=O)[O-] methyl-7-nitro-N-phenyl-[1,2,4]triazolo[4,3-a]quinazolin-5-amine